ClC=1C=C2C(=NC(=NC2=C(C1C1=CC=CC2=CC=CC=C12)F)N1CC(C1)N(C)C)N1C[C@H](N(C[C@@H]1C)C(C=C)=O)C 1-((2R,5S)-4-(6-chloro-2-(3-(dimethylamino)azetidin-1-yl)-8-fluoro-7-(naphthalen-1-yl)quinazolin-4-yl)-2,5-dimethylpiperazin-1-yl)prop-2-en-1-one